C(C=C)N1S(C2=C(C3=C1N=CC=C3)N=C(N=C2)NC2=CC=C3C1(CNCC3=C2)CC1)(=O)=O 6-allyl-N-(2',3'-dihydro-1'H-spiro[cyclopropane-1,4'-isoquinolin]-7'-yl)-6H-pyrido[2,3-c]pyrimido[4,5-e][1,2]thiazin-2-amine 5,5-dioxide